ClCCC1CC(C1)=O 3-(2-chloroethyl)cyclobutan-1-one